Potassium dihydrogenphosphat P(=O)(O)(O)[O-].[K+]